CN(C1=CC=C(C2=CC=CC=C12)S(=O)(=O)N1C(C1)C(=O)N(C)C)C 1-[[4-(Dimethylamino)-1-naphthyl]sulfonyl]-N,N-dimethylaziridine-2-carboxamide